N-[4-(3-chlorophenoxy)-3-sulfamoylphenyl]-2-(4-fluorophenyl)acetamide ClC=1C=C(OC2=C(C=C(C=C2)NC(CC2=CC=C(C=C2)F)=O)S(N)(=O)=O)C=CC1